(E)-3-(5-bromo-2-tetrahydropyran-2-yl-1,2,4-triazol-3-yl)-3-phenyl-propionic acid ethyl ester C(C)OC(CC(C1=CC=CC=C1)C=1N(N=C(N1)Br)C1OCCCC1)=O